OC1=CC=C(C=O)C=C1 p-Hydroxybenzaldehyd